C(CCCCCCCCCCCCCCCCC)[Si](OC(C)C)(OC)OC octadecyl-dimethyl-trimethoxysilane